2-(((1-((1-trityl-1H-imidazol-4-yl)methyl)-1H-indol-4-yl)methyl)amino)ethan-1-ol C(C1=CC=CC=C1)(C1=CC=CC=C1)(C1=CC=CC=C1)N1C=NC(=C1)CN1C=CC2=C(C=CC=C12)CNCCO